N-[6-(5-chloro-1,3-benzothiazol-2-yl)spiro[3.3]heptan-2-yl]-5-(cyclobutylsulfamoyl)furan-2-carboxamide ClC=1C=CC2=C(N=C(S2)C2CC3(CC(C3)NC(=O)C=3OC(=CC3)S(NC3CCC3)(=O)=O)C2)C1